N-[(1R,3S)-3-{[6-methyl-2-(trifluoromethyl)quinolin-4-yl]amino}cyclohexyl]-4-(N-methylmethanesulfonamido)benzamide CC=1C=C2C(=CC(=NC2=CC1)C(F)(F)F)N[C@@H]1C[C@@H](CCC1)NC(C1=CC=C(C=C1)N(S(=O)(=O)C)C)=O